C(#N)N1CCC(CC1)N1N=NC(=C1C)C1=CC=2N(C(=C1)OC(CC)C1=NC=C(C=C1)F)C(=CN2)C#N 7-[1-(1-Cyano-4-piperidyl)-5-methyl-triazol-4-yl]-5-[1-(5-fluoro-2-pyridyl)propoxy]imidazo[1,2-a]pyridine-3-carbonitrile